4-(benzothiazolyl-amino)cyclohexanone S1C(=NC2=C1C=CC=C2)NC2CCC(CC2)=O